OCCN[C@H]1CCC2=C(C=CC=C12)C1=NOC(=N1)C=1C=CC(=C(C#N)C1)OC(C)C 5-[3-[(1S)-2,3-Dihydro-1-[(2-hydroxyethyl)amino]-1H-inden-4-yl]-1,2,4-oxadiazol-5-yl]-2-(1-methylethoxy)-benzonitrile